3-(1,3-dioxoisoindolin-2-yl)propanoate O=C1N(C(C2=CC=CC=C12)=O)CCC(=O)[O-]